C(C(=C)C)(=O)OCC(COC1=C(C=CC=C1)C(C1=CC=CC=C1)=O)O 3-(2-benzoylphenoxy)-2-hydroxypropyl methacrylate